[Tb].COCCOC 1,2-dimethoxyethane terbium